(S)-methyl 2-amino-4-fluoro-4-methylpentanoate sulfate S(=O)(=O)(O)O.N[C@H](C(=O)OC)CC(C)(C)F